N(C1=CC(=CC=C1)C)S(=O)(=O)[O-] m-toluidinesulfonate